2-(2H-benzotriazol-2-yl)-4,6-bis(2-phenyl-2-propanyl)phenol N=1N(N=C2C1C=CC=C2)C2=C(C(=CC(=C2)C(C)(C)C2=CC=CC=C2)C(C)(C)C2=CC=CC=C2)O